ClC1=CC=C(C=C1)C12CC3(CC(CC(C1)C3)C2)C(=O)O 3-(4-chlorophenyl)-1-adamantanecarboxylic acid